N=1N(N=NC1)CC=1C(=C(C(=C2C=NNC12)C=1N=CC=2N(C1)C=C(N2)NC(=O)C2C(C2)F)Cl)F N-(6-(7-((2H-tetrazol-2-yl)methyl)-5-chloro-6-fluoro-1H-indazol-4-yl)imidazo[1,2-a]pyrazin-2-yl)-2-fluorocyclopropane-1-carboxamide